Dimethyl-2,5-bis(t-butylperoxy)hexene CC(=C(CCC(C)OOC(C)(C)C)OOC(C)(C)C)C